tert-butyl 6-ethynyl-2H-benzo[b][1,4]oxazine-4(3H)-carboxylate C(#C)C1=CC2=C(OCCN2C(=O)OC(C)(C)C)C=C1